C(C)[NH3+] (ethyl)ammonium